4,5-Dichloro-2-fluoro-N-(pyrimidin-5-yl)benzamide ClC1=CC(=C(C(=O)NC=2C=NC=NC2)C=C1Cl)F